tert-butyl 2-[2-[4-[2-[[(1S,3S)-3-[[5-(1-ethylpropyl)pyrazolo[1,5-a]pyrimidin-7-yl]amino]cyclopentyl]amino]ethyl]piperazin-1-yl]ethoxy]acetate C(C)C(CC)C1=NC=2N(C(=C1)N[C@@H]1C[C@H](CC1)NCCN1CCN(CC1)CCOCC(=O)OC(C)(C)C)N=CC2